Ethyl 2-(1-cyclobutyl-1H-pyrazol-4-yl)-5-({[1-(3,4-difluorophenyl) cyclopropyl] carbonyl} amino)-3-fluorobenzoate C1(CCC1)N1N=CC(=C1)C1=C(C(=O)OCC)C=C(C=C1F)NC(=O)C1(CC1)C1=CC(=C(C=C1)F)F